methyl (S)-2-(difluoromethyl)-4-(5-fluoro-4-((S)-1-fluoroethyl)pyridin-3-yl)-5-oxo-1,4,5,7-tetrahydrofuro[3,4-b]pyridine-3-carboxylate FC(C1=C([C@H](C2=C(N1)COC2=O)C=2C=NC=C(C2[C@H](C)F)F)C(=O)OC)F